CC=1C=C2C(C(NC2=CC1)(CC1=NC2=CC=CC=C2C=C1)C1=CC=CC=C1)=O 5-methyl-2-phenyl-2-(2-quinolinylmethyl)indolin-3-one